CO[Si](CCCNC(NCCC[Si](OC)(OC)OC)=S)(OC)OC bis(3-trimethoxysilylpropyl)thiourea